OC(=O)C(F)(F)F.CC(C(=O)OCC)(COS(=O)(=O)ON1[C@@H]2CC[C@H](N(C1=O)C2)C(NC2CCNCC2)=O)C ethyl 2,2-dimethyl-3-(((((2S,5R)-7-oxo-2-(piperidin-4-ylcarbamoyl)-1,6-diazabicyclo[3.2.1]octan-6-yl)oxy)sulfonyl)oxy)propanoate TFA salt